C1(=CC=CC=C1)COCCOCCOCCOCCOCCOCCNC1=CC=C(C(=O)OCC)C=C1 ethyl 4-((1-phenyl-2,5,8,11,14,17-hexaoxanonadecan-19-yl)amino)benzoate